C(CCC)N1CCC(CC1)N(C(=O)C=1N=CC2=CC=CC=C2C1)CC1=CC=C(C=C1)F N-(1-butylpiperidin-4-yl)-N-(4-fluorobenzyl)isoquinoline-3-carboxamide